ClC=1C2=CN(N=C2C=CC1C1=NNC2=NC(=CN=C21)N2C[C@H]1C([C@H]1C2)(C=2SC=C(N2)C)CN)C ((1R,5S,6r)-3-(3-(4-chloro-2-methyl-2H-indazol-5-yl)-1H-pyrazolo[3,4-b]pyrazin-6-yl)-6-(4-methylthiazol-2-yl)-3-azabicyclo[3.1.0]hexan-6-yl)methanamine